Tert-butyl (3,3-difluoro-1-(methylcarbamoyl)cyclobutyl)carbamate FC1(CC(C1)(C(NC)=O)NC(OC(C)(C)C)=O)F